N1N=NN=C1C1=C(C=CC=C1)C1=CC(=CC(=N1)N(CC(C)C)CC1=CC=CC=C1)NC1=NC=2N(C=C1)N=CC2 6-(2-(1H-tetrazol-5-yl)phenyl)-N2-benzyl-N2-isobutyl-N4-(pyrazolo[1,5-a]pyrimidin-5-yl)pyridine-2,4-diamine